NC1=CC(=C(C=C1F)N1[C@@H](CN(CC1)C(=O)OC(C)(C)C)C)F (R)-tert-butyl 4-(4-amino-2,5-difluorophenyl)-3-methylpiperazine-1-carboxylate